4-[2-[2-[2-[bis(tert-butoxycarbonyl)amino]ethoxy]ethoxy]ethoxy]benzoic acid C(C)(C)(C)OC(=O)N(CCOCCOCCOC1=CC=C(C(=O)O)C=C1)C(=O)OC(C)(C)C